C12(CC(C1)C2)NC(=O)C=2C(N(C1=NC=C(C=C1C2O)C2=CC=C(C=C2)OC(F)F)CCN2CCOCC2)=O N-(bicyclo[1.1.1]pent-1-yl)-6-(4-(difluoromethoxy)phenyl)-4-hydroxy-1-(2-morpholinoethyl)-2-oxo-1,2-dihydro-1,8-naphthyridine-3-carboxamide